NC1=NC=C(C=C1C(=O)N[C@@H]1[C@H](CCC1)OCC1=CC=C(C=C1)C=1C=C2C(=CC1)N(CC21COCC1)C1CCN(CC1)CCO)C=1C=NN(C1)C 2-amino-N-{(1S,2S)-2-[(4-{1-[1-(2-hydroxyethyl)piperidin-4-yl]-1,2-dihydrospiro[indole-3,3'-oxolan]-5-yl}phenyl)methoxy]cyclopentyl}-5-(1-methyl-1H-pyrazol-4-yl)pyridine-3-carboxamide